N[C@@H](C(=O)NC1CC1)CCCOC1=C(C(=C(C=C1)Cl)Cl)CC1=CN=C2C(=NC=NN21)N (R)-2-amino-5-(2-((4-aminoimidazo[2,1-f][1,2,4]triazin-7-yl)methyl)-3,4-dichlorophenoxy)-N-cyclopropylvaleramide